[Sn](O)(O)(O)O.[Al] aluminum-tin hydroxide